Cl.C(C)OC([C@H](CC(=O)O)C1=CC=2CN(CCC2S1)C(C(=O)OC)C1=C(C=CC=C1)Cl)=O (S)-5-(1-(2-chlorophenyl)-2-methoxy-2-oxoethyl)-4,5,6,7-tetrahydrothieno[3,2-c]pyridin-2-ylsuccinic acid ethyl ester hydrochloride